1,2-cyclohexanediamine platinum (II) [Pt+2].C1(C(CCCC1)N)N